(6R)-6-{[7-bromo-2-(1-methyl-1H-pyrazol-4-yl)[1,2,4]triazolo[1,5-c]quinazolin-5-yl]amino}-1-methyl-1,4-diazepan-5-one BrC1=CC=CC=2C=3N(C(=NC12)N[C@H]1C(NCCN(C1)C)=O)N=C(N3)C=3C=NN(C3)C